(3-((8-methoxy-5-methyl-4-oxo-4,5-dihydro-3H-pyridazino[4,5-b]indol-3-yl)methyl)phenyl)carbamic acid tert-butyl ester C(C)(C)(C)OC(NC1=CC(=CC=C1)CN1N=CC2=C(N(C=3C=CC(=CC23)OC)C)C1=O)=O